2-(2,6-dioxopiperidin-3-yl)-5-((3-(trans-3-(4-(4-(4-methylpiperazin-1-yl)pyrimidin-2-yl)-1H-pyrazol-1-yl)cyclobutyl)propyl)amino)isoindoline-1,3-dione O=C1NC(CCC1N1C(C2=CC=C(C=C2C1=O)NCCC[C@@H]1C[C@H](C1)N1N=CC(=C1)C1=NC=CC(=N1)N1CCN(CC1)C)=O)=O